Methyl 1-amino-4-(benzyloxy)-8-bromo-6-fluoroisoquinoline-3-carboxylate NC1=NC(=C(C2=CC(=CC(=C12)Br)F)OCC1=CC=CC=C1)C(=O)OC